3-(1-methyl-6-(4-(piperidin-4-ylmethyl)-piperazin-1-yl)-1H-indazol-3-yl)-piperidine-2,6-dione CN1N=C(C2=CC=C(C=C12)N1CCN(CC1)CC1CCNCC1)C1C(NC(CC1)=O)=O